1,3-dimethyl-6,7,9,10-tetrahydro-7,10-epoxy[1,4]oxazino[5,4-f]purine-2,4(1H,3H)-dione CN1C(N(C(C=2N3C4N(C12)OC(OC4)C3)=O)C)=O